1-(3,5-dimethoxyphenyl)cyclohexane-1-carbonitrile COC=1C=C(C=C(C1)OC)C1(CCCCC1)C#N